2-(3-methoxypyridin-4-yl)-1-(4-methylbenzene-1-sulfonyl)-3-[3-(trifluoromethyl)phenyl]-1H-pyrrolo[3,2-b]pyridine COC=1C=NC=CC1C1=C(C2=NC=CC=C2N1S(=O)(=O)C1=CC=C(C=C1)C)C1=CC(=CC=C1)C(F)(F)F